C(#N)C=1C=C(C=CC1F)NC(N(C)[C@@H]1C=2C3=C(C(NC2CN(C1)CCO)=O)C=C(C(=C3)F)F)=O (R)-3-(3-cyano-4-fluorophenyl)-1-(8,9-difluoro-3-(2-hydroxyethyl)-6-oxo-1,2,3,4,5,6-hexahydrobenzo[c][1,7]naphthyridin-1-yl)-1-methylurea